Methyl 3-[3-(difluoromethyl)-4-nitro-pyrazol-1-yl]cyclobutanecarboxylate FC(C1=NN(C=C1[N+](=O)[O-])C1CC(C1)C(=O)OC)F